BrC1=CC=C(C=C1)N1CCC(CC1)CCO 2-[1-(4-bromophenyl)piperidin-4-yl]ethanol